[2-(4-{7-[4-(2-tert-butoxycarbonylamino-ethoxy)-3-methoxy-phenyl]-3,5-dioxo-hepta-1,6-dienyl}-2-methoxy-phenoxy)-ethyl]-carbamic acid tert-butylester C(C)(C)(C)OC(NCCOC1=C(C=C(C=C1)C=CC(CC(C=CC1=CC(=C(C=C1)OCCNC(=O)OC(C)(C)C)OC)=O)=O)OC)=O